C(C)N(CC)CCN(CCOC(OC(CCCCCCCCC(=O)OCC(CCCCCCCC)CCCCCC)CCCCCC)=O)CCO 2-Hexyldecyl 3-ethyl-12-hexyl-6-(2-hydroxyethyl)-10-oxo-9,11-dioxa-3,6-diazahenicosan-21-oate